2-amino-9-((2R,3R,4R,5R)-5-ethynyl-3-fluoro-4-hydroxy-5-(hydroxymethyl)tetrahydrofuran-2-yl)-1,9-dihydro-6H-purin-6-one NC=1NC(C=2N=CN(C2N1)[C@@H]1O[C@@]([C@H]([C@H]1F)O)(CO)C#C)=O